2-(4-fluorophenyl)-5-nitrothiophene FC1=CC=C(C=C1)C=1SC(=CC1)[N+](=O)[O-]